[NH4+].C(C(=O)[O-])(=O)[O-].[NH4+] oxalic acid, ammonium salt